The molecule is an organic heterotetracyclic compound resulting from the partial hydrogenation of the 1,3-diene moiety of beta-erythroidine to give the corresponding 2-ene. It has a role as a nicotinic antagonist. It is an organic heterotetracyclic compound, a delta-lactone and a tertiary amino compound. It derives from a beta-erythroidine. CO[C@H]1CC=C2CCN3[C@]2(C1)C4=C(CC3)COC(=O)C4